CC1=CC=C(CNC(=O)C=2C=C(C=C(C2)OCC=C(C)C)/C=C/C(=O)OC)C=C1 methyl (E)-3-(3-((4-methylbenzyl)carbamoyl)-5-((3-methylbut-2-en-1-yl)oxy)phenyl)acrylate